C1(\C=C\CCCCC1)OC(=O)NCCCC[C@H](N)C(=O)O N6-(((trans-cyclooct-2-en-1-yl)oxy)carbonyl)-L-lysine